[IH2+].C1(=CC=CC=C1)C1=CC=CC=C1 [1,1'-biphenyl] iodonium